4-(5-amino-3-(4-(2-(pyrrolidin-1-yl)ethoxy)phenylamino)-1H-1,2,4-triazol-1-yl)benzenesulfonamide NC1=NC(=NN1C1=CC=C(C=C1)S(=O)(=O)N)NC1=CC=C(C=C1)OCCN1CCCC1